C(CCCCC)S(=O)(=O)OC1=C(C=CC=C1)NC(=O)NC1=CC=C(C=C1)OS(=O)(=O)CCCCCC N-[2-(hexanesulfonyloxy)phenyl]-N'-[4-(hexanesulfonyloxy)phenyl]urea